4-(N-(3-(tert-butyl)-5-cyclopropylbenzyl)-3-(N-(4-chlorobenzyl)-(2,3,4,5,6-pentafluorophenyl)sulfonamido)propanamido)-2-hydroxybenzoic acid C(C)(C)(C)C=1C=C(CN(C(CCN(S(=O)(=O)C2=C(C(=C(C(=C2F)F)F)F)F)CC2=CC=C(C=C2)Cl)=O)C2=CC(=C(C(=O)O)C=C2)O)C=C(C1)C1CC1